3-mercaptopropyl-(triethoxysilane) SCCC[Si](OCC)(OCC)OCC